4-nitrophenylazotriphenyl-methane [N+](=O)([O-])C1=CC=C(C=C1)N=NC(C1=CC=CC=C1)(C1=CC=CC=C1)C1=CC=CC=C1